4-(3,5-dimethyl-1H-pyrazol-4-yl)-1,3-benzothiazole, monohydrate O.CC1=NNC(=C1C1=CC=CC2=C1N=CS2)C